CC1=C2C(=CC=3C=4C=C(C=CC4N(C13)C)OCCNC)C=NC=C2 2-((5,6-dimethyl-6H-pyrido[4,3-b]carbazol-9-yl)oxy)-N-methylethanamine